CC1=NC(=CC(=N1)C1=CN(C2=C1C(=NC=C2)C(F)(F)F)CCO)OC2CCC(CC2)C(F)(F)F 2-[3-(2-methyl-6-{[(1r,4r)-4-(trifluoromethyl)cyclohexyl]oxy}pyrimidin-4-yl)-4-(trifluoromethyl)-1H-pyrrolo[3,2-c]pyridin-1-yl]ethan-1-ol